(6R,7R)-8-[(1s,3s)-3-fluorocyclobutanecarbonyl]-7-({[(1s,4s)-4-phenylcyclohexyl]oxy}methyl)-3-oxa-1,8-diazaspiro[5.5]undecan-2-one FC1CC(C1)C(=O)N1[C@H]([C@]2(CCOC(N2)=O)CCC1)COC1CCC(CC1)C1=CC=CC=C1